bromoindendione BrC1C(C(C2=CC=CC=C12)=O)=O